6-[4-(3-([2-(furan-3-yl)-6-methylthieno[2,3-d]pyrimidin-4-yl]amino)propyl)phenyl]pyridine-3-carbonitrile O1C=C(C=C1)C=1N=C(C2=C(N1)SC(=C2)C)NCCCC2=CC=C(C=C2)C2=CC=C(C=N2)C#N